Cl.C(C)(C)C1=CC=C(C=C1)CNC(CCCC(=O)N)=O N-[(4-isopropylphenyl)methyl]pentanediamide hydrochloride